C(CC(C)C)C1=CC=C(C=C)C=C1 p-isoamyl-styrene